5-bromo-2-hydroxy-3-((1-methoxy-3-methyl-1-oxobutan-2-ylimino)-methyl)phenyl 3-meth-ylbenzoate CC=1C=C(C(=O)OC2=C(C(=CC(=C2)Br)C=NC(C(=O)OC)C(C)C)O)C=CC1